OC=1C=CC(=NC1)COC=1C=C2CN(C(C2=CC1)=O)C1=NN(C(C=C1)=O)C 5-((5-hydroxypyridin-2-yl)methoxy)-2-(1-methyl-6-oxo-1,6-dihydropyridazin-3-yl)isoindolin-1-one